1,3,5-tris(3-isocyanato-4-methylphenyl)-1,3,5-triazine-2,4,6(1h,3h,5h)-trione N(=C=O)C=1C=C(C=CC1C)N1C(N(C(N(C1=O)C1=CC(=C(C=C1)C)N=C=O)=O)C1=CC(=C(C=C1)C)N=C=O)=O